BrC1=CN=C2N1C=C(N=C2)C(=O)N(CC#N)C2=CC(=C(C=C2)Cl)OC 3-bromo-N-(4-chloro-3-methoxy-phenyl)-N-(cyanomethyl)imidazo[1,2-a]pyrazine-6-carboxamide